ClC1=C(OC=2C(=CC=C3C[C@H](C(N(C23)C)=O)NC(=O)N)C(F)(F)F)C=C(C=C1)F ((3R)-8-(2-chloro-5-fluorophenoxy)-1-methyl-2-oxo-7-(trifluoromethyl)-1,2,3,4-tetrahydroquinolin-3-yl)urea